C(C)(C)(C)C=1C=C(NN1)NC(=O)NC1=CC=C(C=C1)N1C=NC2=C1C=C(C=C2)OCCOC 1-(5-tert-butyl-2H-pyrazol-3-yl)-3-{4-[6-(2-methoxyl-ethoxyl)-benzimidazol-1-yl]-phenyl}-urea